CN1N=C(C2=CC=CC(=C12)OC1CCN(CC1)C(C#CC1=CC=C(C=C1)C(F)(F)F)=O)C1C(NC(CC1)=O)=O 3-(1-Methyl-7-((1-(3-(4-(trifluoromethyl)phenyl)propioloyl)piperidin-4-yl)oxy)-1H-indazol-3-yl)piperidine-2,6-dione